1-{[3-(2,4-Difluoro-3-hydroxyphenyl)-1,2-oxazol-5-yl]methyl}-3-methyl-1,2,3,4-tetrahydropyrimidine-2,4-dione FC1=C(C=CC(=C1O)F)C1=NOC(=C1)CN1C(N(C(C=C1)=O)C)=O